(3-((1H-1,2,4-triazol-1-yl)sulfonyl)phenyl)-(4-(2-methoxyphenyl)piperazin-1-yl)-methanone N1(N=CN=C1)S(=O)(=O)C=1C=C(C=CC1)C(=O)N1CCN(CC1)C1=C(C=CC=C1)OC